1-diethylamino-3-phenylbut-3-ene C(C)N(CCC(=C)C1=CC=CC=C1)CC